bicyclo[2.2.1]heptan-2,3-dicarboxylic anhydride C12C3C(C(CC1)C2)C(=O)OC3=O